α-methyl-5-((R)-1-phenylethyl)tetrahydro-1H-furo[3,4-c]pyrrole-1,3(3aH)-dione CC(C)(C1=CC=CC=C1)N1CC2C(C1)C(OC2=O)=O